3-benzyl-1-phenylpyrimidine-2,4(1H,3H)-dione C(C1=CC=CC=C1)N1C(N(C=CC1=O)C1=CC=CC=C1)=O